N-(5-(7-fluorobenzo[d][1,3]dioxol-5-yl)-1-(3-hydroxy-3-methylbutyl)-1H-pyrazolo[3,4-b]pyridin-3-yl)furan-3-carboxamide FC1=CC(=CC2=C1OCO2)C=2C=C1C(=NC2)N(N=C1NC(=O)C1=COC=C1)CCC(C)(C)O